O1COC2=C1C=CC(=C2)N=NC2(C(N1C(SC2)=NC2=C1C=CC=C2)=O)C 3-(Benzo[d][1,3]dioxol-5-yldiazenyl)-3-methyl-2,3-dihydro-4H-benzo[4,5]imidazo[2,1-b][1,3]thiazin-4-one